C(C)(C)(C)OC(C(C)(C)O\N=C(/C(=O)O)\C1=CC(=C(C=C1C)OC)NC(=O)OC(C)(C)C)=O (Z)-2-(((1-(tert-butoxy)-2-methyl-1-oxopropan-2-yl)oxy)imino)-2-(2-((tert-butoxycarbonyl)amino)-5-methylanisol-4-yl)acetic acid